FC(C=1C(=C(C=CC1)[C@@H](C)NC1=NC(=NC2=C3C(=C(C=C12)C1(CCN(CC1)C(CC(C)(C)O)=O)O)OCC3)C)F)F (R)-1-(4-(4-((1-(3-(difluoromethyl)-2-fluorophenyl)ethyl)amino)-2-methyl-8,9-dihydrofuro[2,3-h]quinazolin-6-yl)-4-hydroxypiperidin-1-yl)-3-hydroxy-3-methylbutan-1-one